tert-butyl 3-[methoxy(methyl)carbamoyl]pyrrolidine-1-carboxylate CON(C(=O)C1CN(CC1)C(=O)OC(C)(C)C)C